N1=CN=C(C2=C1NC=C2)OC2=C(C=CC=C2)C2(CC=C(C=C2)CC(=O)N)C(F)(F)F 4-(((7H-pyrrolo[2,3-D]pyrimidin-4-yl)oxy)phenyl)-2-(4-(trifluoromethyl)phenyl)acetamide